dibutyl-tin dicaprate [O-]C(=O)CCCCCCCCC.[O-]C(=O)CCCCCCCCC.C(CCC)[Sn+2]CCCC